1-(2-(3-((1H-Pyrazol-3-yl)amino)-6-chloro-9H-carbazol-1-yl)ethyl)guanidine N1N=C(C=C1)NC=1C=C(C=2NC3=CC=C(C=C3C2C1)Cl)CCNC(=N)N